4-(3-cyano-1H-indol-1-yl)benzyl-(methyl)carbamic acid tert-butyl ester C(C)(C)(C)OC(N(C)CC1=CC=C(C=C1)N1C=C(C2=CC=CC=C12)C#N)=O